1-(5-chloro-8-cyano-9-oxo-xanthen-3-yl)pyrrolidine-3-carboxylic acid ClC1=C2OC=3C=C(C=CC3C(C2=C(C=C1)C#N)=O)N1CC(CC1)C(=O)O